ClC1=C(C=C(C(=C1)F)C1=NC=C(C=C1Cl)C(F)(F)F)CO [2-chloro-5-[3-chloro-5-(trifluoromethyl)-2-pyridyl]-4-fluoro-phenyl]methanol